FC(OC1=C(C=CC=C1)C1=NOC(=C1CO)C1CC1)(F)F 3-(2-trifluoromethoxyphenyl)-4-hydroxymethyl-5-cyclopropylisoxazole